(3R,7S)-2-(3,4-dichlorobenzoyl)-N,3-dimethyl-10-oxo-9-((S)-1-(6-(trifluoromethyl)pyridin-3-yl)ethyl)-1,2,3,4,7,8,9,10-octahydropyrido[4',3':3,4]pyrazolo[1,5-a]pyrazine-7-carboxamide ClC=1C=C(C(=O)N2CC=3C(=NN4C3C(N(C[C@H]4C(=O)NC)[C@@H](C)C=4C=NC(=CC4)C(F)(F)F)=O)C[C@H]2C)C=CC1Cl